C(C1=CC=CC=C1)OC(=O)N[C@H](C(=O)OC)[C@@H](C)OC1CCC1 methyl (2S,3R)-2-(benzyloxycarbonylamino)-3-(cyclobutoxy)butanoate